COC1=C(C(=CC(=C1)OC)OC)SN 2,4,6-trimethoxybenzenesulfenamide